ClC=1C(=C(C=O)C=CC1)C1=CC=C2C(N(C(NC2=C1)=O)C1=CN=CC2=CC=CC=C12)=O 3-chloro-2-[3-(4-isoquinolyl)-2,4-dioxo-1H-quinazolin-7-yl]benzaldehyde